C(C1=CC(=C(C=C1)C=1C(=O)NC(C1)=O)Cl)C1=CC(=C(C=C1)C=1C(=O)NC(C1)=O)Cl methylene-bis(3-chloro-p-phenylene)bismaleimide